2-(2,4-difluorophenyl)-1H-benzo[d]imidazol-5-amine FC1=C(C=CC(=C1)F)C1=NC2=C(N1)C=CC(=C2)N